FC=1C(=C(C(=O)O)C=C(C1)N1C[C@@H]2CNCC[C@@]2(C1=O)F)C 3-fluoro-5-((3aS,7aR)-7a-fluoro-1-oxooctahydro-2H-pyrrolo[3,4-c]pyridin-2-yl)-2-methylbenzoic acid